(E)-5-(4-hydroxystyryl)benzene-1,3-diol OC1=CC=C(/C=C/C=2C=C(C=C(C2)O)O)C=C1